OCC1CCN(CC1)C=O (4-(hydroxymethyl)piperidin-1-yl)methanone